4-(2,2-dimethylpropanoyl)piperazin CC(C(=O)N1CCNCC1)(C)C